N,N-dimethyl-2-(2-methyl-1H-indol-1-yl)ethan-1-amine fumarate salt C(\C=C\C(=O)O)(=O)O.CN(CCN1C(=CC2=CC=CC=C12)C)C